Cl.CNC1CC2=C(C(=C(S2)C(F)(F)F)C)CC1 N,3-dimethyl-2-(trifluoromethyl)-4,5,6,7-tetrahydrobenzothiophen-6-amine hydrochloride